2-(3-chlorophenoxy)-2,2-difluoroacetic acid ClC=1C=C(OC(C(=O)O)(F)F)C=CC1